(R)-N-(2-fluoro-3-hydroxy-3-methylbutyl)-2-(3-isopropyl-2-(2-methylpyridin-4-yl)-1H-indol-5-yl)-2-methylpropanamide F[C@H](CNC(C(C)(C)C=1C=C2C(=C(NC2=CC1)C1=CC(=NC=C1)C)C(C)C)=O)C(C)(C)O